6-(2,6-difluoro-phenyl)-8-[[5-(4-hydroxy-1-piperidyl)-2-pyridyl]amino]-2H-2,7-naphthyridin-1-one FC1=C(C(=CC=C1)F)C=1C=C2C=CNC(C2=C(N1)NC1=NC=C(C=C1)N1CCC(CC1)O)=O